C1(CCC1)C1CNC=2C=CC=C3C2N1C(=C3)C3=NC1=C(N3C)C(=CC(=C1)C(=O)N1[C@@H]3CC[C@H](C1)[C@H]3NC(OC(C)(C)C)=O)F tert-butyl ((1R,4R,7R)-2-(2-(3-cyclobutyl-2,3-dihydro-1H-pyrrolo[1,2,3-de]quinoxalin-5-yl)-7-fluoro-1-methyl-1H-benzo[d]imidazole-5-carbonyl)-2-azabicyclo[2.2.1]heptan-7-yl)carbamate